7-(5-ethynyl-6-fluoroisoquinolin-4-yl)-8-fluoro-2-(((2R,7aS)-2-fluorotetrahydro-1H-pyrrolizin-7a(5H)-yl)methoxy)-N-methyl-N-(((S)-pyrrolidin-2-yl)methyl)pyrido[4,3-d]pyrimidin-4-amine C(#C)C1=C2C(=CN=CC2=CC=C1F)C1=C(C=2N=C(N=C(C2C=N1)N(C[C@H]1NCCC1)C)OC[C@]12CCCN2C[C@@H](C1)F)F